5-Chloro-2-(2,6-dichlorooxazolo[4,5-b]pyridin-5-yl)phenol ClC=1C=CC(=C(C1)O)C1=C(C=C2C(=N1)N=C(O2)Cl)Cl